C(C1=CC=CC=C1)OC([C@H](CC1=CN(C2=CC=CC=C12)CC(=O)O)NC(=O)OCC1=CC=CC=C1)=O (S)-2-(3-(3-(benzyloxy)-2-(((benzyloxy)carbonyl)amino)-3-oxopropyl)-1H-indol-1-yl)acetic acid